OC1=CC=C(C[C@H]2C(N(CC3N(O[C@@H](C(N32)=O)CO)C(=O)OCC3=CC=CC=C3)CCC3=CC=CC2=CC=CC=C32)=O)C=C1 (3R,6S)-benzyl 6-(4-hydroxybenzyl)-3-(hydroxymethyl)-8-(2-(naphthalen-1-yl)ethyl)-4,7-dioxohexahydropyrazino[2,1-c][1,2,4]oxadiazine-1(6H)-carboxylate